C(C1=CC=CC=C1)OC=1C=C(C=CC1)P(Cl)Cl (3-(benzyloxy)phenyl)dichlorophosphine